N-(5-(4-methylsulfonylphenyl)-1,3,4-thiadiazol-2-yl)-1-ethyl-4-hydroxy-2-quinolone-3-carboxamide CS(=O)(=O)C1=CC=C(C=C1)C1=NN=C(S1)NC(=O)C=1C(N(C2=CC=CC=C2C1O)CC)=O